N1(CCC1)C1CCN(CC1)C1=CC=C2C(=NN=C(C2=C1)N[C@H](C)C=1C(=C(C#N)C=CC1)C)C (R)-3-(1-((7-(4-(azetidin-1-yl)piperidin-1-yl)-4-methylphthalazin-1-yl)amino)ethyl)-2-methylbenzonitrile